1-(2-morpholino-6-nitrooxazolo[4,5-b]pyridin-5-yl)pyrrolidin-3-ol O1CCN(CC1)C=1OC=2C(=NC(=C(C2)[N+](=O)[O-])N2CC(CC2)O)N1